NC1=NN(C2=NC(=CC=C21)C2[C@@H]([C@@H]2C)C)C(=O)C2=C(C=CC=C2)OC (3-amino-6-((1r,2r,3s)-2,3-dimethylcyclopropyl)-1H-pyrazolo[3,4-b]pyridin-1-yl)(2-methoxyphenyl)methanone